C(C)(=O)C=1C(=C(C=CC1)C=1CCN(CC1)C(=O)OC(C)(C)C)O Tert-butyl 4-(3-acetyl-2-hydroxyphenyl)-3,6-dihydropyridine-1(2H)carboxylate